8-(5-((2,3-dichlorophenyl)thio)-6-methylpyrazin-2-yl)-8-azaspiro[4.5]decan-1-amine ClC1=C(C=CC=C1Cl)SC=1N=CC(=NC1C)N1CCC2(CCCC2N)CC1